2-amino-4-[2-(2-azaspiro[3.3]heptan-6-yl)-3-methyl-5-(1-methylindazol-5-yl)imidazol-4-yl]benzothiophene-3-carbonitrile NC=1SC2=C(C1C#N)C(=CC=C2)C=2N(C(=NC2C=2C=C1C=NN(C1=CC2)C)C2CC1(CNC1)C2)C